C(C)(C)NC(O[C@H]1C[C@H](CC1)C=1NN=C(C1)NC(=O)C=1N(N=C(C1)C1=C(C(=CC=C1)OCC1=CC=C(C=C1)OC)C1OCCO1)CC)=O (1R,3S)-3-(5-{5-[2-(1,3-dioxolan-2-yl)-3-[(4-methoxyphenyl) methoxy]phenyl]-2-ethylpyrazole-3-amido}-2H-pyrazol-3-yl)cyclopentyl N-isopropylcarbamate